C1(CC1)NC(=O)C=1N=C(OC1)CCC(=O)N1C(C2=CC=CC=C2C1)C N-cyclopropyl-2-(3-(1-methylisoindolin-2-yl)-3-oxopropyl)oxazole-4-carboxamide